N-[7-(2,5-Dihydrofuran-3-yl)-4-methoxy-[1,3]thiazolo[4,5-c]pyridin-2-yl]cyclopropancarboxamid O1CC(=CC1)C=1C2=C(C(=NC1)OC)N=C(S2)NC(=O)C2CC2